tert-Butyl (R)-2-((2-nitrophenyl) sulfonyl)-8-phenyl-2,6-diazaspiro[3.4]octane-6-carboxylate [N+](=O)([O-])C1=C(C=CC=C1)S(=O)(=O)N1CC2(C1)CN(C[C@@H]2C2=CC=CC=C2)C(=O)OC(C)(C)C